C(C)(C)(C)OC(=O)COC1=CC=C(C=C1)[SH2+] (4-t-butoxycarbonylmethoxyphenyl)sulfonium